O=C1NC(CCC1N1C(C2=CC=CC(=C2C1=O)NC(COCCOCCC1=C(C=CC(=C1)C)S(=O)(=O)O)=O)=O)=O 2-(2-((2-(2,6-dioxopiperidin-3-yl)-1,3-dioxoisoindol-4-yl)amino)-2-oxoethoxy)ethoxyethyl-4-methylbenzenesulfonic acid